7-(2-hydroxy-4,6-dimethyl-phenyl)-2-[1-methyl-3-piperidyl]-3H-pyrido[2,3-d]pyrimidin-4-one OC1=C(C(=CC(=C1)C)C)C=1C=CC2=C(N=C(NC2=O)C2CN(CCC2)C)N1